(2R,3R,4R,5R,6R)-2,3,4,5,6,7-hexahydroxyheptanal O[C@@H](C=O)[C@@H]([C@@H]([C@@H]([C@@H](CO)O)O)O)O